C1(CCC1)C=1C(=NN(C1NC(=O)NC1CC(C1)C(F)F)C)C1CC(C1)(F)F 1-(4-cyclobutyl-3-(3,3-difluorocyclobutyl)-1-methyl-1H-pyrazol-5-yl)-3-((1s,3s)-3-(difluoromethyl)cyclobutyl)urea